2,2-Diethyl-2-fluoroacetamide C(C)C(C(=O)N)(F)CC